1-[2-(piperidin-1-yl)ethyl]-4-[(4-trifluoromethylphenoxy)methyl]-1H-1,2,3-triazole N1(CCCCC1)CCN1N=NC(=C1)COC1=CC=C(C=C1)C(F)(F)F